C(C)(=O)SCC(COCC(OC1OCCCC1)C=1C=C(C=CC1)CCC(=O)OCC)(C)C Ethyl 3-(3-(2-(3-(acetylthio)-2,2-dimethylpropoxy)-1-((tetrahydro-2H-pyran-2-yl)oxy)ethyl)phenyl)propanoate